C1(CC1)C1=NC(=NO1)C1=CC2=C(C(CO2)NC(=O)C2=CC(=NN2C)C)C=C1 N-(6-(5-cyclopropyl-1,2,4-oxadiazol-3-yl)-2,3-dihydrobenzofuran-3-yl)-1,3-dimethyl-1H-pyrazole-5-carboxamide